bromo(Vinyl)magnesium Br[Mg]C=C